FC=1C=C2C(=CNC2=CC1)C=1C=C(SC1)C(CCC(=O)O)=O 4-(4-(5-fluoro-1H-indol-3-yl)thiophen-2-yl)-4-oxobutanoic acid